N[C@@H]1CC[C@@H](N(C1)C(=O)C1=CC2=C(N(C(=N2)C2=CC=3C(=NC=CC3)N2CC2CC2)C)C(=C1)OC)CO |r| racemic-[(2R,5R)-5-amino-1-{2-[1-(cyclopropylmethyl)-1H-pyrrolo[2,3-b]pyridin-2-yl]-7-methoxy-1-methyl-1H-1,3-benzodiazole-5-carbonyl}piperidin-2-yl]methanol